(2S,6S)-2,6-dimethyl-4-(5-(4,4,5,5-tetramethyl-1,3,2-dioxaborolan-2-yl)pyrimidin-2-yl)morpholine C[C@H]1CN(C[C@@H](O1)C)C1=NC=C(C=N1)B1OC(C(O1)(C)C)(C)C